C(C)[C@@H]1CC(N[C@@H]1CO)=O (4R,5S)-4-ethyl-5-(hydroxymethyl)pyrrolidin-2-one